2-methyl-5-((4-(3-methylpiperidin-1-yl)phenyl)amino)isoindolin-1-one CN1C(C2=CC=C(C=C2C1)NC1=CC=C(C=C1)N1CC(CCC1)C)=O